tert-butyl N-(4-fluoro-3-{[2-(methylsulfanyl)-5-[4-(trifluoromethyl)phenyl]pyrimidin-4-yl]amino}phenyl)carbamate FC1=C(C=C(C=C1)NC(OC(C)(C)C)=O)NC1=NC(=NC=C1C1=CC=C(C=C1)C(F)(F)F)SC